4-(fluorophenyl)-4-iodo-2-oxo-1,2-dihydropyridine-3-carboxylic acid FC1=C(C=CC=C1)C1(C(C(NC=C1)=O)C(=O)O)I